(S)-N-(1-(6-(3,6-dihydro-2H-pyran-4-yl)-5-fluoro-1-neopentyl-1H-indol-3-yl)-2,2-difluoroethyl)cyclopropanesulfonamide O1CCC(=CC1)C1=C(C=C2C(=CN(C2=C1)CC(C)(C)C)[C@@H](C(F)F)NS(=O)(=O)C1CC1)F